5-bromo-3-iodo-1-methylpyridin-2(1H)-one BrC=1C=C(C(N(C1)C)=O)I